(2r,3s,4r,5s,6r)-2-(hydroxymethyl)-6-(4-iodobenzyl)tetrahydro-2H-pyran-3,4,5-triol OC[C@H]1O[C@@H]([C@H]([C@H]([C@@H]1O)O)O)CC1=CC=C(C=C1)I